6-chlorochroman ClC=1C=C2CCCOC2=CC1